FC1=C(OC2=C(C=C(C=C2)NS(=O)(=O)CC)C=2C3=C(C(N(C2)C)=O)NN=C3)C=CC(=C1)F N-[4-(2,4-difluorophenoxy)-3-(6-methyl-7-oxo-6,7-dihydro-1H-pyrazolo[3,4-c]pyridin-4-yl)phenyl]ethanesulfonamide